C(C)OC(=O)C=1C=NNC1 Pyrazole-4-carboxylic acid ethyl ester